(2-amino-5-(methoxycarbonyl)pyridin-3-yl)boronic acid NC1=NC=C(C=C1B(O)O)C(=O)OC